NCC(=O)NCOCC(=O)OCC1=CC=CC=C1 benzyl [(glycylamino)methoxy]acetate